4-chloro-6-oxo-1-tetrahydropyran-4-yl-pyridine-3-carboxylic acid methyl ester COC(=O)C1=CN(C(C=C1Cl)=O)C1CCOCC1